(E)-1-(2-Hydroxy-4-phenylmethoxyphenyl)-3-(4-methoxy-3-prop-2-enoxyphenyl)prop-2-en-1-one OC1=C(C=CC(=C1)OCC1=CC=CC=C1)C(\C=C\C1=CC(=C(C=C1)OC)OCC=C)=O